((1r-4S)-4-methylcyclohexyl)acetamide CC1CCC(CC1)CC(=O)N